2-(((2-amino-4-bromo-5-methoxyphenyl)thio)methyl)-2-methylpentanoic acid NC1=C(C=C(C(=C1)Br)OC)SCC(C(=O)O)(CCC)C